NC1=C(C(=NC(=N1)C)NCC1CCN(CC1)C(C=C)=O)C1=CC=C(C=C1)OC1=CC=CC=C1 1-(4-(((6-amino-2-methyl-5-(4-phenoxyphenyl)pyrimidin-4-yl)amino)methyl)piperidin-1-yl)prop-2-en-1-one